ClC1=C(C=C(C=C1)NC(=O)N1C2CC(CC1(C2)CCO)C)N2N=CC=N2 N-(4-chloro-3-(2H-1,2,3-triazol-2-yl)phenyl)-1-(2-hydroxyethyl)-3-methyl-6-azabicyclo[3.1.1]heptane-6-carboxamide